CN1C(=NC=C1COC1=CC=C(C=C1)[N+](=O)[O-])[N+](=O)[O-] 1-methyl-2-nitro-5-(4-nitro-phenoxymethyl)-1H-imidazole